1-(3,5-bis(trifluoromethyl)phenyl)-2-thioxodihydropyrimidine-4,6(1H,5H)-dione FC(C=1C=C(C=C(C1)C(F)(F)F)N1C(NC(CC1=O)=O)=S)(F)F